(1r,3r,5s,6r)-3-(6-chloro-1H-indazol-4-yl)-3-hydroxy-bicyclo[3.1.0]hexane-6-carboxamide ClC1=CC(=C2C=NNC2=C1)C1(C[C@H]2C([C@H]2C1)C(=O)N)O